4-ethynyl-N-(4-methoxybenzyl)-1-methyl-1H-Pyrazolo[3,4-d]pyrimidin-6-amine C(#C)C1=C2C(=NC(=N1)NCC1=CC=C(C=C1)OC)N(N=C2)C